FC1=CC=C(C=C1)N1C(=C(C2=C1C=C1C=NNC1=C2)C2=CC=C(C(=O)NCCN1C(OCC1)=O)C=C2)C2CCOCC2 4-[5-(4-Fluorophenyl)-6-tetrahydropyran-4-yl-1H-pyrrolo[2,3-f]indazol-7-yl]-N-[2-(2-oxooxazolidin-3-yl)ethyl]benzamide